N-(2-ethynyl-5-methylphenyl)-4-methylbenzenesulfonamide C(#C)C1=C(C=C(C=C1)C)NS(=O)(=O)C1=CC=C(C=C1)C